NC1=NC=NN2C1=C(C=C2C=2C(=C(C(=O)N[C@@H]1CN(C[C@@H]1F)C(CC(C)C)=O)C(=CC2)F)F)C(F)(F)F 3-[4-amino-5-(trifluoromethyl)pyrrolo[2,1-f][1,2,4]triazin-7-yl]-2,6-difluoro-N-[(3R,4S)-4-fluoro-1-(3-methylbutanoyl)pyrrolidin-3-yl]benzamide